(2S,3S,6R)-4-benzyl-2,6-dimethyl-5-oxomorpholine-3-carboxylic acid C(C1=CC=CC=C1)N1[C@@H]([C@@H](O[C@@H](C1=O)C)C)C(=O)O